6-((2-((3R,4R)-3-amino-4-fluoropiperidin-1-yl)-5-fluoro-1H-benzo[d]imidazol-1-yl)methyl)nicotinonitrile hydrochloride Cl.N[C@@H]1CN(CC[C@H]1F)C1=NC2=C(N1CC1=NC=C(C#N)C=C1)C=CC(=C2)F